6-amino-3,4-dihydro-1H-quinolin-2-one NC=1C=C2CCC(NC2=CC1)=O